C(#N)C1=C(C=CC=C1)C(C(C)C=1N(C(C(=C(N1)C(=O)NC=1C=NOC1)O)=O)C)C=1C=NN(C1)CCCN(C)C 2-(1-(2-cyanophenyl)-1-(1-(3-(dimethylamino)propyl)-1H-pyrazol-4-yl)propan-2-yl)-5-hydroxy-N-(isoxazol-4-yl)-1-methyl-6-oxo-1,6-dihydropyrimidine-4-carboxamide